3-METHYL-1H-PYRAZOL-4-YLBORONIC ACID CC1=NNC=C1B(O)O